7-Fluoro-8-((5S,5aS,6S,9R)-1-fluoro-5-methyl-12-(methylthio)-5a,6,7,8,9,10-hexahydro-5H-4-oxa-3,10a,11,13,14-pentaaza-6,9-methanonaphtho[1,8-ab]heptalen-2-yl)isoquinolin-1-ol FC1=CC=C2C=CN=C(C2=C1C=1C(=C2N=C(N=C3C2=C(O[C@H]([C@@H]2[C@@H]4CC[C@H](CN32)N4)C)N1)SC)F)O